(1S,6R,9R)-6,10,10-trimethyl-2-methylenebicyclo[7.2.0]undecan-5-one C[C@H]1C(CCC([C@H]2CC([C@@H]2CC1)(C)C)=C)=O